3-methyl-3-(hydroxymethyl)oxetane CC1(COC1)CO